CYCLOBUTYLIDENEACETIC ACID C1(CCC1)=CC(=O)O